CC(COC(CCC1=CC(=C(C(=C1)C)O)C(C)(C)C)=O)(C)C1OCC2(CO1)COC(OC2)C(COC(CCC2=CC(=C(C(=C2)C)O)C(C)(C)C)=O)(C)C 3,9-bis{1,1-dimethyl-2-[3-(3-tert-butyl-4-hydroxy-5-methylphenyl)propionyloxy]ethyl}2,4,8,10-tetraoxaspiro[5.5]undecane